[Al+3].C(CC)(=O)[O-].C(CC)(=O)[O-].C(CC)(=O)[O-] propanoic acid aluminum salt